[1-(4-cyclopropanesulfonamidopyridin-2-yl)-2-(piperazin-1-yl)ethyl]-5-(6-ethoxypyrazin-2-yl)-1,3-thiazole-2-carboxamide C1(CC1)S(=O)(=O)NC1=CC(=NC=C1)C(CN1CCNCC1)C=1N=C(SC1C1=NC(=CN=C1)OCC)C(=O)N